(3S,4R)-4-((7-cyclohexyl-5-fluoropyrrolo[2,1-f][1,2,4]triazin-2-yl)amino)tetrahydro-2H-pyran-3-ol C1(CCCCC1)C1=CC(=C2C=NC(=NN21)N[C@H]2[C@@H](COCC2)O)F